6-bromo-2-(morpholinomethyl)quinazolin-4(3H)-one BrC=1C=C2C(NC(=NC2=CC1)CN1CCOCC1)=O